[Br-].C(C=C)(=O)OCC[N+](C)(C)CCCCCCCCCCCCCCCC acryloyloxyethyl-hexadecyl-dimethyl-ammonium bromide